2-((S)-1-propenoyl-4-(7-(benzo[b]thiophen-4-yl)-2-(1-((S)-1-methylpyrrolidin-2-yl)cyclopropyloxy)-5,6,7,8-tetrahydropyrido[3,4-d]pyrimidin-4-yl)piperazin-2-yl)acetonitrile C(C=C)(=O)N1[C@H](CN(CC1)C=1C2=C(N=C(N1)OC1(CC1)[C@H]1N(CCC1)C)CN(CC2)C2=CC=CC=1SC=CC12)CC#N